NC1=C(C=C(C=C1)C1=CC=CC=C1Cl)[N+](=O)[O-] 4'-amino-6-chloro-3'-nitro-[1,1'-biphenyl]